(S)-1-(pyrimidin-2-yl)-N-((5-(trifluoromethyl)pyridin-2-yl)methyl)ethane-1-amine N1=C(N=CC=C1)[C@H](C)NCC1=NC=C(C=C1)C(F)(F)F